1-(2-(4-cyclobutyl-2-hydroxyphenyl)-5-(5-hydroxy-6-(trifluoromethyl)nicotinoyl)-2,3,4,5,5a,6,8,9-octahydro-7H-1,2,5,7-tetraazabenzo[cd]azulen-7-yl)prop-2-en-1-one C1(CCC1)C1=CC(=C(C=C1)N1N=C2CCN(CC3C2=C1CCN3C(C3=CN=C(C(=C3)O)C(F)(F)F)=O)C(C=C)=O)O